CC1(O[C@H]2[C@](CN(CC2)C(=O)OC(C)(C)C)(O1)C(=O)OC)C 5-(tert-butyl) 3a-methyl (3aS,7aR)-2,2-dimethyldihydro-[1,3]dioxolo[4,5-c]pyridine-3a,5(4H,6H)-dicarboxylate